2-Amino-4-((2-bromophenyl)amino)pyrimidine-5-carboxamide NC1=NC=C(C(=N1)NC1=C(C=CC=C1)Br)C(=O)N